S1(C=2C(OCC3(N1)CNCC3)=C(NC2)C(=O)N)(=O)=O spiro[pyrrolidine-3,3'-pyrrolo[3,4-b][1,4,5]oxathiazepine]-6'-carboxamide 1',1'-dioxide